COC1=NC(=CC=C1NC1=NC2=C(C(=CC=C2C=N1)C)C=1C=C(C=CC1)NC(C=C)=O)N1CCOCC1 N-(3-(2-((2-methoxy-6-morpholinylpyridin-3-yl)amino)-7-methylquinazolin-8-yl)phenyl)acrylamide